(4-(2-aminooxazolo[4,5-c]pyridin-7-yl)-1,4-oxazepan-2-yl)((S)-6,8-dichloro-1-methyl-3,4-dihydroisoquinolin-2(1H)-yl)methanone NC=1OC2=C(C=NC=C2N2CC(OCCC2)C(=O)N2[C@H](C3=C(C=C(C=C3CC2)Cl)Cl)C)N1